C(C=C)(=O)OCCCCCCCCCCC[Si](OC)(OC)OC acryloxyundecyltrimethoxysilan